NC1=C(C#N)C=C(C=N1)C1CC1 2-amino-5-cyclopropylnicotinonitrile